[Cl-].ClC1=C(C[N+](C)(C)C)C(=CC=C1)Cl (2,6-Dichlorobenzyl)trimethylammonium Chloride